2-fluoro-6-(3-methoxyanilino)-9-(tetrahydrofuran-2-yl)-9H-purine FC1=NC(=C2N=CN(C2=N1)C1OCCC1)NC1=CC(=CC=C1)OC